tert-butyl 4-[1-[4-(trifluoromethoxy)phenyl]pyrazol-4-yl]-3,6-dihydro-2H-pyridine-1-carboxylate FC(OC1=CC=C(C=C1)N1N=CC(=C1)C=1CCN(CC1)C(=O)OC(C)(C)C)(F)F